1-methyl-1-propylpiperidinium bis(pentafluoroethanesulfonyl)imide salt [N-](S(=O)(=O)C(F)(F)C(F)(F)F)S(=O)(=O)C(F)(F)C(F)(F)F.C[N+]1(CCCCC1)CCC